(4-(5-aminoisoxazol-3-yl)piperidin-1-yl)(4-fluorophenyl)methanone NC1=CC(=NO1)C1CCN(CC1)C(=O)C1=CC=C(C=C1)F